C(C1=CC=CC=C1)OC1=C(C=C(C=C1)CCNC(CC1=CC(=C(C=C1)OC)OCC1=CC=CC=C1)=O)OC N-[4-(benzyloxy)-3-methoxyphenylethyl]-2-[3-(benzyloxy)-4-methoxyphenyl]acetamide